1,20-Eicosandiol C(CCCCCCCCCCCCCCCCCCCO)O